C[Si](C#CC)(C)C 1-(trimethyl-silyl)propyne